2-cyclohexylamino-2-toluonitrile C1(CCCCC1)NC1(C(C=CC=C1)C)C#N